4-(4-chloro-2-fluorophenyl)-6-((2S)-2-(1-methyl-1H-pyrazol-4-yl)-4-morpholinyl)-2-(2-propyl)-2,3-dihydro-1H-pyrrolo[3,4-c]pyridin-1-one ClC1=CC(=C(C=C1)C1=NC(=CC2=C1CN(C2=O)C(C)C)N2C[C@@H](OCC2)C=2C=NN(C2)C)F